tert-butyl 4-isopropyl-1-oxa-4,9-diazaspiro[5.5]undecane-9-carboxylate C(C)(C)N1CCOC2(C1)CCN(CC2)C(=O)OC(C)(C)C